[3-Cyclobutyl-5-[(E)-[(1,1-dioxo-1,2-benzothiazol-3-yl)-methyl-hydrazono]methyl]-2-oxo-benzimidazol-1-yl]methyl 2,2-dimethylpropanoat CC(C(=O)OCN1C(N(C2=C1C=CC(=C2)/C=N/N(C)C2=NS(C1=C2C=CC=C1)(=O)=O)C1CCC1)=O)(C)C